1,2-dibromopropene BrC=C(C)Br